N-cyclopentyl-4-(N,N-dimethylsulfamoyl)-N-(2-(4-phenoxypiperidin-1-yl)phenyl)benzamide C1(CCCC1)N(C(C1=CC=C(C=C1)S(N(C)C)(=O)=O)=O)C1=C(C=CC=C1)N1CCC(CC1)OC1=CC=CC=C1